4-(2-(ethylsulfonyl)-3-(7-(trifluoromethyl)imidazo[1,2-a]pyridin-2-yl)pyrazolo[1,5-a]pyrimidin-7-yl)morpholine C(C)S(=O)(=O)C1=NN2C(N=CC=C2N2CCOCC2)=C1C=1N=C2N(C=CC(=C2)C(F)(F)F)C1